N-(2-Fluoro-4-(4,4,5,5-tetramethyl-1,3,2-dioxaborolan-2-yl)benzyl)[1,2,4]triazolo[4,3-a]pyridin-3-amine FC1=C(CNC2=NN=C3N2C=CC=C3)C=CC(=C1)B1OC(C(O1)(C)C)(C)C